1-((1r,3r,5r,7r)-adamantan-2-yl)-3-(5-(4-chlorophenyl)-1-(2,4-dichlorophenyl)-4-methyl-1H-pyrazol-3-yl)urea C12C(C3CC(CC(C1)C3)C2)NC(=O)NC2=NN(C(=C2C)C2=CC=C(C=C2)Cl)C2=C(C=C(C=C2)Cl)Cl